OC1=C(C=CC(=C1)C(F)(F)F)C=1C(=NC=2C(N1)=NN(C2)[C@H]2CCC(N(C2)C)=O)C |o1:20| (S or R)-5-(6-(2-hydroxy-4-(trifluoromethyl)phenyl)-5-methyl-2H-pyrazolo[3,4-b]pyrazin-2-yl)-1-methylpiperidin-2-one